COC(=O)C1C(C1C=1N=CN(C1)C(C1=CC=CC=C1)(C1=CC=CC=C1)C1=CC=CC=C1)C trans-2-methyl-3-[1-(triphenylmethyl)-1H-imidazol-4-yl]cyclopropane-1-carboxylic acid methyl ester